(E)-3-(2-acetyl-5-chlorophenyl)acrylic acid C(C)(=O)C1=C(C=C(C=C1)Cl)/C=C/C(=O)O